C(N)(=O)C=1C=CC(=C2C=3CC(CCC3NC12)NC(OC(C)(C)C)=O)C1=C(C=CC=C1)C tert-butyl (8-carbamoyl-5-(o-tolyl)-2,3,4,9-tetrahydro-1H-carbazol-3-yl)carbamate